BrC1=C2C=CN=C(C2=C2C(=C1)C=CC=C2)OC.[Na] Sodium 5-bromo-1-methoxybenzo[h]isoquinoline